NC1=C2N=CN(C2=NC=N1)C[C@@H](C)OCP(OCCOCCCCCCCCCC#CC1=CC=C(C=C1)C(C)(C)C)(O)=O 2-((11-(4-(tert-butyl)phenyl)undec-10-yn-1-yl)oxy)ethyl hydrogen ((((R)-1-(6-amino-9H-purin-9-yl)propan-2-yl)oxy)methyl)phosphonate